N-(4-(5-methyl-4-(4-phenoxybenzyl)oxazol-2-yl)phenyl)benzamide CC1=C(N=C(O1)C1=CC=C(C=C1)NC(C1=CC=CC=C1)=O)CC1=CC=C(C=C1)OC1=CC=CC=C1